2-chloro-5-(5-methyl-3-(trifluoromethyl)-1H-pyrazol-1-yl)pyridine ClC1=NC=C(C=C1)N1N=C(C=C1C)C(F)(F)F